tert-butyl ((4-(cyclohex-2-en-1-yl)-4,5,6,7-tetrahydropyrazolo[1,5-a]pyrimidin-6-yl)methyl)carbamate C1(C=CCCC1)N1C=2N(CC(C1)CNC(OC(C)(C)C)=O)N=CC2